4,5,6,7-tetrachloro-1,3-dioxoisoindolin-2-yl 3-methoxy-2,2-dimethylpropanoate COCC(C(=O)ON1C(C2=C(C(=C(C(=C2C1=O)Cl)Cl)Cl)Cl)=O)(C)C